(R)- or (S)-5-((bis(((isopropoxy-carbonyl)oxy)methoxy)phosphoryl)fluoro-methyl)benzo[b]thiophene-2-carboxylic acid C(C)(C)OC(=O)OCOP(=O)(OCOC(=O)OC(C)C)[C@H](C1=CC2=C(SC(=C2)C(=O)O)C=C1)F |o1:20|